oxadiazolothiadiazole C12=C(ON=N1)SN=N2